3-iodo-1-methyl-4-vinyl-pyrazolo[3,4-c]pyridine IC1=NN(C2=CN=CC(=C21)C=C)C